N-cyclohexyl-3-aminopropyltrimethoxysilane sodium epsilon-aminocaproate NCCCCCC(=O)[O-].[Na+].C1(CCCCC1)NCCC[Si](OC)(OC)OC